6-bromo-1-[4-(propan-2-yloxy)phenyl]-1H-1,3-benzodiazole BrC=1C=CC2=C(N(C=N2)C2=CC=C(C=C2)OC(C)C)C1